FC=1C=C(C=CC1C=1N=C2SC3=C(N2C1)C=CC(=C3)C(NC3CCN(CC3)C)=O)C3N(CCC3)C(=O)OC(C)(C)C tert-butyl 2-(3-fluoro-4-(7-((1-methylpiperidin-4-yl)carbamoyl)benzo[d]imidazo[2,1-b]thiazol-2-yl)phenyl)pyrrolidine-1-carboxylate